2,4-dichloro-6-pyridin-2-yl-[1,3,5]triazine ClC1=NC(=NC(=N1)Cl)C1=NC=CC=C1